1-(1-methylimidazo[1,5-a]pyridin-3-yl)propan-2-amine CC=1N=C(N2C1C=CC=C2)CC(C)N